FC(C1=C(C=CC=C1)C#CC1CNC1)F 3-[2-[2-(Difluoromethyl)phenyl]ethynyl]azetidine